(E)-2-fluoro-3-(oxazol-2-yl)acrylic acid ethyl ester C(C)OC(/C(=C\C=1OC=CN1)/F)=O